C(C)OC1=C(C(=CC(=C1)CN1CCC2(CN(C(O2)=O)C2=CC=C(C(=O)NCCC[N+](C)(C)C)C=C2)CC1)OCC)C1=CC=C(C=C1)F 3-(4-(8-((2,6-diethoxy-4'-fluoro-[1,1'-biphenyl]-4-yl)methyl)-2-oxo-1-oxa-3,8-diazaspiro[4.5]decan-3-yl)benzamido)-N,N,N-trimethylpropan-1-aminium